(S)-(4-amino-1,3-dihydrofuro[3,4-c][1,7]naphthyridin-8-yl)(3-(4-(trifluoromethyl)phenyl)morpholino)methanone NC1=NC=2C=NC(=CC2C2=C1COC2)C(=O)N2[C@H](COCC2)C2=CC=C(C=C2)C(F)(F)F